C12C3CCC(C2C2C=CC1C2)C3 tetracyclo[4.4.0.12,5.17,10]-8-dodecene